1-dodecanoyl-2-hexadecanoyl-sn-glycero-3-phosphocholine C(CCCCCCCCCCC)(=O)OC[C@@H](OC(CCCCCCCCCCCCCCC)=O)COP(=O)([O-])OCC[N+](C)(C)C